3-ethyl 4-(methoxymethyl)-6-(((trifluoromethyl)sulfonyl)oxy)-9H-pyrido[3,4-b]indole-3,9-dicarboxylate COCC1=C(N=CC=2N(C3=CC=C(C=C3C21)OS(=O)(=O)C(F)(F)F)C(=O)[O-])C(=O)OCC